(2R)-2-[[(2R)-2-amino-3-phenyl-propionyl]amino]-4-methyl-pentanoamide fumarate C(\C=C\C(=O)O)(=O)O.N[C@@H](C(=O)N[C@@H](C(=O)N)CC(C)C)CC1=CC=CC=C1